7-(5-(5-(1H-pyrazol-1-yl)-1,3,4-thiadiazol-2-yl)-4-(isopropylamino)pyridin-2-yl)pyrrolo[1,2-b]pyridazine-3-carbonitrile N1(N=CC=C1)C1=NN=C(S1)C=1C(=CC(=NC1)C1=CC=C2N1N=CC(=C2)C#N)NC(C)C